7-methyl-N-(3,4,5-trifluorophenyl)-2,3,3a,4,10,10a-hexahydro-1H,7H-dipyrrolo[3,4-b:3',4'-f][1,4,5]oxathiazocine-8-carboxamide 5,5-dioxide hydrochloride Cl.CN1C(=C2OCC3C(NS(C2=C1)(=O)=O)CNC3)C(=O)NC3=CC(=C(C(=C3)F)F)F